NC1=NC(=C(C(=N1)N[C@H](CCOC)CCCC)CC=1C=C(C=CC1OC)CC#N)C (S)-2-(3-((2-amino-4-((1-methoxyhept-3-yl)amino)-6-methylpyrimidin-5-yl)methyl)-4-methoxyphenyl)acetonitrile